N-(6-chloro-2-((1r,4r)-4-formylcyclohexyl)-2H-indazol-5-yl)-6-(trifluoromethyl)picolinamide ClC=1C(=CC2=CN(N=C2C1)C1CCC(CC1)C=O)NC(C1=NC(=CC=C1)C(F)(F)F)=O